(R,S)-4-(((4-Oxochroman-7-yl)oxy)(3-phenylpyridin-4-yl)methyl)benzamide O=C1CCOC2=CC(=CC=C12)O[C@H](C1=CC=C(C(=O)N)C=C1)C1=C(C=NC=C1)C1=CC=CC=C1